6-methoxy-2H-benzo[b][1,4]thiazin-3(4H)-one COC1=CC2=C(SCC(N2)=O)C=C1